methyl 4-chloro-2-(9H-fluoren-9-ylmethoxycarbonylamino)-1,3-dihydroindene-2-carboxylate ClC1=C2CC(CC2=CC=C1)(C(=O)OC)NC(=O)OCC1C2=CC=CC=C2C=2C=CC=CC12